(S)-N-(4-(3-aminopiperidin-1-yl)-5-((tetrahydro-2H-pyran-4-yl)ethynyl)pyridin-2-yl)-2-(4-((dimethylamino)methyl)-2-fluoro-6-methoxyphenyl)pyrimidin-4-amine N[C@@H]1CN(CCC1)C1=CC(=NC=C1C#CC1CCOCC1)NC1=NC(=NC=C1)C1=C(C=C(C=C1OC)CN(C)C)F